2-(7-methoxynaphthalen-1-yl)-N,N-dimethylethan-1-amine COC1=CC=C2C=CC=C(C2=C1)CCN(C)C